rel-6-fluoro-5-[(1R,6S)-5-[(5-fluoro-2-methyl-3-oxo-4H-quinoxalin-6-yl)methyl]-2,5-diazabicyclo[4.1.0]heptan-2-yl]-N-methylpyridine-2-carboxamide FC1=C(C=CC(=N1)C(=O)NC)N1[C@@H]2C[C@@H]2N(CC1)CC=1C(=C2NC(C(=NC2=CC1)C)=O)F |o1:12,14|